(S)-N1-Allyl-5-(benzofuran-2-carboxamido)-N6-(1-(2-(2-adamantylamino)-2-oxoethyl)-2-oxo-1,2-dihydropyridin-3-yl)-2-oxohexandiamid C(C=C)NC(C(CC[C@@H](C(=O)NC=1C(N(C=CC1)CC(=O)NC1C2CC3CC(CC1C3)C2)=O)NC(=O)C=2OC3=C(C2)C=CC=C3)=O)=O